5-chloropyridin-3-yl 5-methylimidazo[1,2-a]pyridine-2-carboxylate CC1=CC=CC=2N1C=C(N2)C(=O)OC=2C=NC=C(C2)Cl